CC1=NN(C(=C1)C)C=1C=C(N)C=C(C1)B1OC(C(O1)(C)C)(C)C 3-(3,5-dimethylpyrazol-1-yl)-5-(4,4,5,5-tetramethyl-1,3,2-dioxaborolan-2-yl)aniline